N[C@H]1CN(CCC1)C(=O)C1=NN(C(=C1)C1=CC(=C(C#N)C=C1)F)C=1C=C2CCCC2=CC1 (R)-4-(3-(3-Aminopiperidin-1-carbonyl)-1-(2,3-dihydro-1H-inden-5-yl)-1H-pyrazol-5-yl)-2-fluorobenzonitril